(2S)-2-amino-3-[(3-chloro-phenyl)methoxy]propanoic acid N[C@H](C(=O)O)COCC1=CC(=CC=C1)Cl